tert-butyl-rel-(6R,7R)-3-methyl-2-oxo-7-({[(CIS)-4-phenylcyclohexyl]oxy}methyl)-1,3,8-triazaspiro[5.5]undecane-8-carboxylate C(C)(C)(C)OC(=O)N1[C@H]([C@]2(CCN(C(N2)=O)C)CCC1)CO[C@@H]1CC[C@@H](CC1)C1=CC=CC=C1 |o1:8,9|